2',3,5'-trichloro-4-((3,5-difluoropyridin-2-yl)methoxy-d2)-6-methyl-2H-[1,4'-bipyridyl]-2-one ClC1=NC=C(C(=C1)N1C(C(=C(C=C1C)OC([2H])([2H])C1=NC=C(C=C1F)F)Cl)=O)Cl